triphenyl-phosphonium C1(=CC=CC=C1)[PH+](C1=CC=CC=C1)C1=CC=CC=C1